bis(2,3-dibromopropyl) ether BrC(COCC(CBr)Br)CBr